6-(4-(3-Cyclobutylureido)thiophen-2-ylpyridin-2-yl)-2-methoxy-N-methyl-N-(1-methylpiperidin-4-yl)benzamide C1(CCC1)NC(NC=1C=C(SC1)C=1C(=NC=CC1)C1=CC=CC(=C1C(=O)N(C1CCN(CC1)C)C)OC)=O